FC(C=C)(F)OC[C@H]1N(C[C@@H](C1)OC1=CC=C(C=C1)C(F)(F)F)C1=CC=C(C(=O)OC)C=C1 methyl 4-((2S,4R)-2-(((1,1-difluoroallyl)oxy)methyl)-4-(4-(trifluoromethyl)phenoxy)pyrrolidin-1-yl)benzoate